C(\C=C/C(=O)O)(=O)O.N[C@@H](CO)C(=O)O serine maleate